NC1=C(C(=NN1)CC(=O)O)C(=O)O 5-amino-3-(carboxymethyl)-1H-pyrazole-4-carboxylic acid